C(C1=CC=CC=C1)NC1=C(C(=C(C(=O)OC)C(=C1F)F)F)F methyl 4-(benzylamino)-2,3,5,6-tetrafluorobenzoate